tert-butyl (3S)-3-[4-[3-chloro-4-(cyanomethoxy)-2-fluoro-anilino] pyrido[3,2-d]pyrimidin-6-yl]oxypyrrolidine-1-carboxylate ClC=1C(=C(NC=2C3=C(N=CN2)C=CC(=N3)O[C@@H]3CN(CC3)C(=O)OC(C)(C)C)C=CC1OCC#N)F